CC=1N=C2N(N=C(C=C2C)C2=CC3=CN(N=C3C(=C2)F)[C@H]2[C@@H](CN(CC2)C(=O)OC(C)(C)C)F)C1 tert-butyl (3R,4R)-4-[5-(2,8-dimethylimidazo[1,2-b]pyridazin-6-yl)-7-fluoro-indazol-2-yl]-3-fluoro-piperidine-1-carboxylate